ClC=1C=C2C(=NC1)N(C(N2)=O)C=2C=NC(=CC2)OC2=CC(=C(C=C2)C)OC 6-chloro-3-[6-(3-methoxy-4-methyl-phenoxy)-3-pyridyl]-1H-imidazo[4,5-b]pyridin-2-one